OC1(COC1)CNC(C)=O N-((3-hydroxyoxetan-3-yl)methyl)acetamide